C(C)(C)(C)N(C(=O)OCCC1=C(C=CC(=C1)Br)Br)C1(CC1)C1CNC1 2-(2,5-dibromophenyl)ethan-1-ol tert-butyl-(1-(azetidin-3-yl)cyclopropyl)carbamate